6-bromo-3-[(2R,3R)-3-(2,4-difluorophenyl)-3-hydroxy-4-(1,2,4-triazol-1-yl)-2-butyl]1,2,3-benzotriazin-4-one BrC=1C=CC2=C(C(N(N=N2)[C@H](C)[C@@](CN2N=CN=C2)(O)C2=C(C=C(C=C2)F)F)=O)C1